2-(6-(((1R,3s,5S)-1,5-dimethyl-8-azabicyclo[3.2.1]octan-3-yl)thio)-1,2,4-triazin-3-yl)-5-(1H-imidazol-1-yl)phenol C[C@]12CC(C[C@](CC1)(N2)C)SC2=CN=C(N=N2)C2=C(C=C(C=C2)N2C=NC=C2)O